CS(=O)(=O)C1=CN([C@H]2C[C@H](O)[C@@H](CO)O2)C=2N=C(NC(C12)=O)N 7-deaza-7-methanesulfonyl-2'-deoxyguanosine